NC1=CC=C(C=C1)C(O)(C1=CC=C(C=C1)O)C1=CC=C(C=C1)N bis(p-aminophenyl)(p-hydroxyphenyl)methanol